C(C)OC(OCC)=O diethylcarbonate